2-morpholino-1-((4R)-4-(2,3,5,6-tetrafluorophenyl)pyrrolidin-2-yl)ethan-1-one Dihydrochloride Cl.Cl.O1CCN(CC1)CC(=O)C1NC[C@H](C1)C1=C(C(=CC(=C1F)F)F)F